N-((3R,4S)-4-((2-(2,6-difluoro-3,5-dimethoxyphenyl)-4-(3-methoxypyrrolidin-1-yl)pyrido[3,4-d]pyrimidin-6-yl)amino)tetrahydrofuran-3-yl)acrylamide FC1=C(C(=C(C=C1OC)OC)F)C=1N=C(C2=C(N1)C=NC(=C2)N[C@H]2[C@H](COC2)NC(C=C)=O)N2CC(CC2)OC